iron-calcium oxide [O-2].[Ca+2].[Fe+2].[O-2]